1-(3-amino-2-fluoro-4-nitrophenyl)piperidin-2-one NC=1C(=C(C=CC1[N+](=O)[O-])N1C(CCCC1)=O)F